3-(1-benzyl-pyrazol-4-yl)-4-methoxy-pyridine C(C1=CC=CC=C1)N1N=CC(=C1)C=1C=NC=CC1OC